strontium cerotic acid C(CCCCCCCCCCCCCCCCCCCCCCCCC)(=O)O.[Sr]